3-(4,4,5,5-tetramethyl-1,3,2-dioxaborolan-2-yl)-1-((2-(trimethylsilyl)ethoxy)methyl)-1H-pyrrolo[2,3-c]pyridine CC1(OB(OC1(C)C)C1=CN(C2=CN=CC=C21)COCC[Si](C)(C)C)C